O=C1NC(CCC1N1C(C2=CC=C(C=C2C1=O)N1CCC2(CCN(CC2)C(=O)[O-])CC1)=O)=O 9-(2-(2,6-dioxopiperidin-3-yl)-1,3-dioxoisoindolin-5-yl)-3,9-diazaspiro[5.5]Undecane-3-carboxylate